N-(1-(4-fluorophenyl)ethyl)-6-(4-methoxyphenyl)-4-methyl-1-(2-morpholinoethyl)-2-oxo-1,2-dihydro-1,8-naphthyridine-3-carboxamide FC1=CC=C(C=C1)C(C)NC(=O)C=1C(N(C2=NC=C(C=C2C1C)C1=CC=C(C=C1)OC)CCN1CCOCC1)=O